CC(CC(=O)O)CCCCCCCCCC(CCCCCC(CCCCC)C)C 3,13,19-trimethyltetracosanoic acid